7-Cyclobutoxy-N-(1-ethyl-1H-pyrazol-3-yl)-2-(1-methyl-2-oxabicyclo[2.2.1]heptan-4-yl)imidazo[1,2-a]pyridine-6-carboxamide C1(CCC1)OC1=CC=2N(C=C1C(=O)NC1=NN(C=C1)CC)C=C(N2)C21COC(CC2)(C1)C